N-(4,4-Difluorocyclohexyl)-4-methoxy-5-(pyrazolo[1,5-a]pyrimidin-5-yl)-7H-pyrrolo[2,3-d]pyrimidin-2-amine FC1(CCC(CC1)NC=1N=C(C2=C(N1)NC=C2C2=NC=1N(C=C2)N=CC1)OC)F